2-(2,6-dioxo-3-piperidyl)-5-[4-[[1-[[(2S)-4-[6-[5-(1-methylcyclopropoxy)-1H-indazol-3-yl]pyrimidin-4-yl]morpholin-2-yl]methyl]-4-piperidyl]oxy]-1-piperidyl]isoindoline-1,3-dione O=C1NC(CCC1N1C(C2=CC=C(C=C2C1=O)N1CCC(CC1)OC1CCN(CC1)C[C@H]1CN(CCO1)C1=NC=NC(=C1)C1=NNC2=CC=C(C=C12)OC1(CC1)C)=O)=O